(S)-N-(4-((3-chloro-4-fluorophenyl)carbamoyl)-7-fluoro-2,3-dihydro-1H-inden-1-yl)pyridineamide ClC=1C=C(C=CC1F)NC(=O)C1=C2CC[C@@H](C2=C(C=C1)F)NC(=O)C1=NC=CC=C1